Di-pyrazino[2,3-f:2',3'-h]Quinoxaline N1=CC=NC2=C1C=1N=CC=NC1C1=C2N=CC=N1